ClC=1N=CC(=NC1)C=1C=2N(C=C(C1)OCC)N=C1C2C=NN1C1OCCCC1 4-(5-chloropyrazin-2-yl)-6-ethoxy-1-(tetrahydro-2H-pyran-2-yl)-1H-pyrazolo[3',4':3,4]pyrazolo[1,5-a]pyridine